2-[4-fluoro-3-(3-methoxyazetidin-1-yl)phenyl]-2-methoxy-acetic acid FC1=C(C=C(C=C1)C(C(=O)O)OC)N1CC(C1)OC